tert-butyl N-[5-nitro-2-[4-(oxan-4-yl)-2-(trifluoromethyl)piperazin-1-yl]phenyl]carbamate [N+](=O)([O-])C=1C=CC(=C(C1)NC(OC(C)(C)C)=O)N1C(CN(CC1)C1CCOCC1)C(F)(F)F